8-(6-(cyclohexyloxy)pyridin-3-yl)-7,8-dihydro-6H-pyrimido[5,4-b][1,4]oxazine-2-carbonitrile C1(CCCCC1)OC1=CC=C(C=N1)N1C2=C(OCC1)C=NC(=N2)C#N